CC1=CC(=NN1C1=CC=C(C=C1)CC1=CC=C(C=C1)C1=CC=C(C=C1)C=1OC(=NN1)C)C(=O)N 5-methyl-1-(4-((4'-(5-methyl-1,3,4-oxadiazol-2-yl)-[1,1'-biphenyl]-4-yl)methyl)phenyl)-1H-pyrazole-3-carboxamide